ClC=1C=C(C=CC1C(F)(F)F)C(=O)N1CCC(CC1)C1=NOC(=C1)NCC(CO)O (3-chloro-4-(trifluoromethyl)phenyl)(4-(5-(2,3-dihydroxypropylamino)isoxazol-3-yl)piperidin-1-yl)methanone